C(=O)(O)C=1C(=[N+](C=CC1C#N)[O-])C1=CC=C(C=C1)F carboxy-4-cyano-2-(4-fluorophenyl)pyridine 1-oxide